hydrochloric acid fluoride [F-].Cl